C1(=CC=CC=C1)C1=CC=C(C=C1)O 4-Phenyl-Phenol